OC1C(CN(C2=CC=CC=C12)C(=O)C1=C(C=CC(=C1)N1N=C(N=C1)C(C)C)C)C (3,4-dihydro-4-hydroxy-3-methyl-1(2H)-quinolinyl)[2-methyl-5-[3-(1-methylethyl)-1H-1,2,4-triazol-1-yl]phenyl]methanone